potassium (2-cyanocyclopropyl)-trifluoroborate C(#N)C1C(C1)[B-](F)(F)F.[K+]